C(#N)C1=C(C=C(C=C1)NC([C@@](CN1C=CC2=CC=C(C=C12)F)(C)O)=O)C(F)(F)F (S)-N-(4-cyano-3-(trifluoromethyl)phenyl)-3-(6-fluoro-1H-indol-1-yl)-2-hydroxy-2-methylpropanamide